4-(4-((1H-indol-7-yl)sulfonyl)piperazin-1-yl)phenol N1C=CC2=CC=CC(=C12)S(=O)(=O)N1CCN(CC1)C1=CC=C(C=C1)O